FC=1C=NC(=NC1)NN 5-fluoro-2-hydrazineylpyrimidine